CNC(=O)C1=C(C=CC=C1)B(O)O [2-(methylcarbamoyl)phenyl]boronic acid